3-(5-mercapto-4-(3-trifluoromethylphenyl)-4H-1,2,4-triazol-3-yl)propan-1-ol SC=1N(C(=NN1)CCCO)C1=CC(=CC=C1)C(F)(F)F